2-(3,5-dichloro-4-((1-oxo-2-(4-(trifluoromethoxy)benzyl)-1,2,3,4-tetrahydroisoquinolin-6-yl)oxy)phenyl)-1,2,4-triazine-3,5(2H,4H)-dione ClC=1C=C(C=C(C1OC=1C=C2CCN(C(C2=CC1)=O)CC1=CC=C(C=C1)OC(F)(F)F)Cl)N1N=CC(NC1=O)=O